(R)-1-(5-(4,4-difluoropiperidin-1-yl)-9-methylimidazo[1,2-c]quinazolin-7-yl)ethan-1-amine, hydrochloride Cl.FC1(CCN(CC1)C1=NC=2C(=CC(=CC2C=2N1C=CN2)C)[C@@H](C)N)F